6-chloro-1-(2,6-diethylphenyl)-7-(2-ethyl-4-morpholinyl)-4-((2S)-2-methyl-4-(2-propenoyl)-1-piperazinyl)pyrido[2,3-d]pyrimidin-2(1H)-one ClC1=CC2=C(N(C(N=C2N2[C@H](CN(CC2)C(C=C)=O)C)=O)C2=C(C=CC=C2CC)CC)N=C1N1CC(OCC1)CC